(4-cyclopropylthiazol-2-yl)methanamine C1(CC1)C=1N=C(SC1)CN